ClC1=C2C(=NC=C1)NCC2(CC)C=2C=C(C=CC2)N2C(CN(CC2)S(=O)(=O)CCN2CCN(CC2)C2=C1C(N(C(C1=CC=C2)=O)C2C(NC(CC2)=O)=O)=O)=O (4-{2-[4-(3-{4-chloro-3-ethyl-1H-pyrrolo[2,3-b]pyridin-3-yl}phenyl)-3-oxopiperazine-1-sulfonyl]ethyl}piperazin-1-yl)-2-(2,6-dioxopiperidin-3-yl)isoindole-1,3-dione